COC(=O)NC=1NC2=C(N1)C=CC=C2 2-(methoxycarbonylamino)benzimidazole